4-(3,4-dimethoxybenzyl)-2-(tetrahydro-2H-pyran-2-yl)-2,4-dihydro-5H-pyrazolo[4,3-b]Pyridine COC=1C=C(CN2C=3C(C=CC2)=NN(C3)C3OCCCC3)C=CC1OC